rac-6-((2R,5S)-5-methylpiperidin-2-yl)spiro[3.3]heptan-2-ol C[C@H]1CC[C@@H](NC1)C1CC2(CC(C2)O)C1 |r|